ClC1=C(C=C(C(=O)N(C2=C(C=CC=C2)CCCC(=O)O)C)C=C1)C1=NC2=CC=CC=C2C=C1C#N 4-(2-{[4-chloro-3-(3-cyano-quinolin-2-yl)-benzoyl]-methyl-amino}-phenyl)-butyric acid